N[Cu]C1=CC=CC=C1 Monoaminophenyl-copper